C1(CCCC1)CNCCC=1C=C(C=CC1OC)NC1=NC=CC(=N1)NCC1CCNCC1 N2-(3-(2-((cyclopentylmethyl)amino)ethyl)-4-methoxyphenyl)-N4-(piperidin-4-ylmethyl)pyrimidine-2,4-diamine